C(C)(C)N1C2CN(CC1CC2)C(=O)OC(C)(C)C tert-Butyl 8-isopropyl-3,8-diazabicyclo[3.2.1]octane-3-carboxylate